N1(CCC1)C(=O)Cl azetidine-1-carbonyl chloride